CNC1=C(C=CC=C1)S(=O)(=O)[O-] 2-methylaminobenzenesulfonate